HYDROXYPHENYLACETATE OC(C(=O)[O-])C1=CC=CC=C1